6-(3-(4-([1,2,4]triazolo[1,5-a]pyridin-5-yl)-4,4-difluorobutanoyl)-3,8-diazabicyclo[3.2.1]octan-8-yl)nicotinonitrile N=1C=NN2C1C=CC=C2C(CCC(=O)N2CC1CCC(C2)N1C1=NC=C(C#N)C=C1)(F)F